NC1=CC(=C(C(=O)NC=2SC(=CN2)[N+](=O)[O-])C=C1)C 4-amino-2-methyl-N-(5-nitrothiazol-2-yl)benzamide